N-n-Pentylmorpholin C(CCCC)N1CCOCC1